C(C)(C)C1=C(C=CC=C1)C=1N=CC=2OCCN(C2N1)CC1CCC(CC1)C=1N(C=C(N1)C(F)(F)F)C 2-(2-Isopropylphenyl)-8-(((1R,4R)-4-(1-methyl-4-(trifluoromethyl)-1H-imidazol-2-yl)cyclohexyl)methyl)-7,8-dihydro-6H-pyrimido[5,4-b][1,4]oxazine